tert-butyl (6aR)-4-chloro-1-(3,3-dimethylmorpholino)-3-(2-fluoro-6-hydroxyphenyl)-12-oxo-6a,7,9,10-tetrahydro-12H-pyrazino[2,1-c]pyrido[3,4-f][1,4]oxazepine-8(6H)-carboxylate ClC1=C(N=C(C=2C(N3[C@@H](COC21)CN(CC3)C(=O)OC(C)(C)C)=O)N3C(COCC3)(C)C)C3=C(C=CC=C3O)F